ClC1=NC=C2CCN(CC2=C1)C(=O)OC(C)(C)C tert-butyl 7-chloro-1,2,3,4-tetrahydro-2,6-naphthyridine-2-carboxylate